4-(trans-2-((cyclopropylmethyl)amino)cyclopropyl)-5-methyl-N-(5-methyl-1,3,4-thiadiazol-2-yl)thiophene-2-carboxamide Dihydrochloride Cl.Cl.C1(CC1)CN[C@H]1[C@@H](C1)C=1C=C(SC1C)C(=O)NC=1SC(=NN1)C